FC(C1=C(C(=CC=C1)Cl)C1OC[C@H]([C@H](O1)[C@@H](C[NH+]1[C@@H]([C@H]([C@@H](C1)O)O)CO)O)O)(F)F (1s,2R,3R,4R)-1-((2R)-2-((4R,5R)-2-(2-trifluoromethyl-6-chlorophenyl)-5-hydroxy-1,3-dioxan-4-yl)-2-hydroxyethyl)-3,4-dihydroxy-2-(hydroxymethyl)pyrrolidin-1-ium